C1(=CC=CC=C1)S(=O)(=O)N1C=CC=2C1=NC=C1C2N(C(=N1)C1=C(C=CC=C1)O)C1CN(CC1)S(=O)(=O)CCC 2-(6-(phenylsulfonyl)-1-(1-(propylsulfonyl)pyrrolidin-3-yl)-1,6-dihydroimidazo[4,5-d]pyrrolo[2,3-b]pyridin-2-yl)phenol